([1,1'-biphenyl]-4-yl-2',3',4',5',6'-d5)boric acid C1(=CC=C(C=C1)OB(O)O)C1=C(C(=C(C(=C1[2H])[2H])[2H])[2H])[2H]